ethyl 6-bromo-1-(oxazol-5-ylmethyl)-4-oxo-1,8-naphthyridine-3-carboxylate BrC=1C=C2C(C(=CN(C2=NC1)CC1=CN=CO1)C(=O)OCC)=O